OC[C@H](C(=O)O)OC1=CC=C2C(=CC(OC2=C1)=O)C1=C(C=CC=C1)C (R)-3-hydroxy-2-((2-oxo-4-(o-tolyl)-2H-chromen-7-yl)oxy)propanoic acid